1-methyl-4,5-diiodoimidazole CN1C=NC(=C1I)I